C(C)O[C@H]1C[C@H](N(CC1)CC1=C2C=CNC2=C(C=C1OC)C)C1=CC=C(C(=O)N[C@@H](C)C(=O)O)C=C1 (4-((2s,4r)-4-ethoxy-1-((5-methoxy-7-methyl-1H-indol-4-yl)methyl)piperidin-2-yl)benzoyl)alanine